O=C(CNC(=O)C1CCNCC1)NCOCC(F)(F)F N-(2-oxo-2-(((2,2,2-trifluoroethoxy)methyl)amino)ethyl)piperidine-4-carboxamide